5-(tert-butyl) 1-methyl (4-(2,2,2-trifluoro-N-((2-isobutyramido-4-oxo-3,4-dihydropteridin-6-yl)methyl)acetamido)benzoyl)-L-glutamate FC(C(=O)N(CC=1N=C2C(NC(=NC2=NC1)NC(C(C)C)=O)=O)C1=CC=C(C(=O)N[C@@H](CCC(=O)OC(C)(C)C)C(=O)OC)C=C1)(F)F